C(C)OC(=O)C1(CC1)C1=CC=C(C=C1)B(O)O [4-(1-ethoxycarbonylcyclopropyl)phenyl]boronic acid